[6-[3-(1-hydroxycyclopropyl)-1,2,4-triazol-1-yl]-2-azaspiro[3.3]heptan-2-yl]-[6-[[3-(trifluoromethyl)-1,2,4-triazol-1-yl]methyl]-2-azaspiro[3.3]heptan-2-yl]methanone OC1(CC1)C1=NN(C=N1)C1CC2(CN(C2)C(=O)N2CC3(C2)CC(C3)CN3N=C(N=C3)C(F)(F)F)C1